COC(C1=CC(=CC=C1)C1=NN(C=C1)C1=NC=2N(C(=C1)N1CCOCC1)N=C(C2)C=2C=NC=CC2)=O 3-[1-[7-Morpholino-2-(3-pyridinyl)pyrazolo[1,5-a]pyrimidin-5-yl]pyrazol-3-yl]benzoic acid methyl ester